3-methyl-1-piperazin-1-yl-butan-1-one hydrochloride Cl.CC(CC(=O)N1CCNCC1)C